(Z)-5-[(dimethylamino)methylidene]-3-methyl-4-oxo-4,7-dihydro-5H-spiro[[1]benzofuran-6,1'-cyclopropane]-2-carboxylate CN(C)\C=C\1/C(C=2C(=C(OC2CC12CC2)C(=O)[O-])C)=O